N1=NN(C2=NC=CC=C21)C2=CC(=C(C(=O)N([C@H]1CNCCC1)C1=NC=CC3=C1C=C(S3)C=CCO)C=C2)F (R)-4-(3H-[1,2,3]triazolo[4,5-b]pyridin-3-yl)-2-fluoro-N-(2-(3-hydroxyprop-1-en-1-yl)thieno[3,2-c]pyridin-4-yl)-N-(piperidin-3-yl)benzamide